CC(CCO)CCC1=CC=CC=C1 3-methyl-5-phenylpentan-1-ol